The molecule is the conjugate base of methoxymycolic acid type-1 (VI'). A class of mycolic acids characterized by the presence of two proximal cis-cyclopropyl groups and a distal (CH-CH3)-(CHO-CH3) fragment of (S,S) stereochemistry in the meromycolic chain. It is an organic molecular entity and a mycolate. CC[C@H](C)[C@H](CC1CC1CC2CC2C[C@H]([C@@H](CC)C(=O)[O-])O)OC